(R)-1-(3-chloro-5'-fluoro-2'-hydroxy-3'-(4-(3-methylpiperazin-1-yl)-1H-benzo[d]imidazol-6-yl)-[1,1'-biphenyl]-4-yl)-3-methyl-1H-imidazol-2(3H)-one ClC=1C=C(C=CC1N1C(N(C=C1)C)=O)C1=C(C(=CC(=C1)F)C=1C=C(C2=C(NC=N2)C1)N1C[C@H](NCC1)C)O